(S)-3-hydroxy-3-(2-thienyl)-propanal O[C@@H](CC=O)C=1SC=CC1